R-1-isopropylamino-3-(4-nitro-1-naphthoxy)-2-propanol C(C)(C)NC[C@H](COC1=CC=C(C2=CC=CC=C12)[N+](=O)[O-])O